3-methyl-4-(1-(4-(trifluoromethoxy)phenyl)-1H-1,2,4-triazol-3-yl)benzoyl azide CC=1C=C(C(=O)N=[N+]=[N-])C=CC1C1=NN(C=N1)C1=CC=C(C=C1)OC(F)(F)F